6-[[4-(5-chloro-2-cyano-3-pyridinyl)triazol-1-yl]methyl]indole-1-carboxylic acid tert-butyl ester C(C)(C)(C)OC(=O)N1C=CC2=CC=C(C=C12)CN1N=NC(=C1)C=1C(=NC=C(C1)Cl)C#N